N-butylmethylpyrrolidine bistrifluoromethanesulfonimide salt [N-](S(=O)(=O)C(F)(F)F)S(=O)(=O)C(F)(F)F.C(CCC)N1C(CCC1)C